(R)-3-phenyl-1-(p-isopropylphenyl)propan-1-ol C1(=CC=CC=C1)CC[C@@H](O)C1=CC=C(C=C1)C(C)C